CC1=CC=CC=C1.[Na] sodium Toluene